CN(C(C=C)=O)[C@H]1C[C@H](CC1)OC=1C=2N(C=C(N1)C=1C=NN(C1)C)N=CC2C2=CC=CC=C2 N-methyl-N-((1R,3S)-3-((6-(1-methyl-1H-pyrazol-4-yl)-3-phenylpyrazolo[1,5-a]pyrazin-4-yl)oxy)cyclopentyl)acrylamide